FC1=CC=C(C=C1)[C@@H]1N(CCC2=CC=CC=C12)C(=O)O[C@H]1CN(C[C@@H]1F)C(=O)OC(C)(C)C (3S,4S)-1-(tert-butoxycarbonyl)-4-fluoropyrrolidin-3-yl (S)-1-(4-fluorophenyl)-3,4-dihydroisoquinoline-2(1H)-carboxylate